[Cl-].C(C)(C)N1C=[N+](C=C1)C(C)C 1,3-di-iso-propylimidazolium chloride